1-(5-bromo-4-methyl-1H-pyrrolo[2,3-b]pyridin-3-yl)-N,N-dimethylmethylamine BrC=1C(=C2C(=NC1)NC=C2CN(C)C)C